OC1=C2C(C=COC2=CC(=C1)O)=O 5,7-Dihydroxychromone